COCC[C@@H]1[C@@H]2C([C@H](C[C@H]1CN1N=CC(=C1)B1OC(C(O1)(C)C)(C)C)C2)(C)C 1-(((1R,2R,3R,5S)-2-(2-methoxyethyl)-6,6-dimethylbicyclo[3.1.1]heptan-3-yl)methyl)-4-(4,4,5,5-tetramethyl-1,3,2-dioxaborolan-2-yl)-1H-pyrazole